CC1(OB(OC1(C)C)C1=CC=C(C=C1)C1(C(C(C(C(C1([2H])[2H])([2H])[2H])([2H])[2H])([2H])[2H])([2H])[2H])[2H])C 4,4,5,5-tetramethyl-2-[4-(1,2,2,3,3,4,4,5,5,6,6-undecadeuteriocyclohexyl)phenyl]-1,3,2-dioxaborolane